Methyl 4-[(1S)-1-[[4-[(3R)-3-(3-chlorophenoxy)pyrrolidin-1-yl]tetrahydropyran-4-carbonyl]amino]ethyl]benzoate ClC=1C=C(O[C@H]2CN(CC2)C2(CCOCC2)C(=O)N[C@@H](C)C2=CC=C(C(=O)OC)C=C2)C=CC1